N-(4-(hydroxymethyl)tetrahydro-2H-pyran-4-yl)-2-methyl-5-((1-methyl-1H-imidazol-2-yl)-methoxy)benzofuran-3-carboxamide OCC1(CCOCC1)NC(=O)C1=C(OC2=C1C=C(C=C2)OCC=2N(C=CN2)C)C